NC1=NC=NN2C1=NC=C2C=2C=C(C=CC2C)S(=O)(=O)N(C)C2(CC2)COC 3-(4-aminoimidazo[2,1-f][1,2,4]triazin-7-yl)-N-(1-(methoxymethyl)cyclopropyl)-N,4-dimethylbenzenesulfonamide